3-(2,6-dibenzyloxy-3-pyridyl)-1-methyl-6-(1,2,3,6-tetrahydropyridin-4-yl)indazole C(C1=CC=CC=C1)OC1=NC(=CC=C1C1=NN(C2=CC(=CC=C12)C=1CCNCC1)C)OCC1=CC=CC=C1